ClC1=CC(=C(C(=C1)F)NC=1N(C2=NC(=NC=C2N1)N[C@H]1C[C@H](OCC1)CO)C1CCC(CC1)C(=O)N)F (1S,4s)-4-(8-(4-chloro-2,6-difluorophenylamino)-2-((2S,4R)-2-(hydroxymethyl)tetrahydro-2H-pyran-4-ylamino)-9H-purin-9-yl)cyclohexanecarboxamide